2-[(4-{1-[(4-chlorophenyl)methoxy]-1H-pyrazol-3-yl}piperidin-1-yl)methyl]-1-{[(2S)-oxetan-2-yl]methyl}-1H-benzimidazole-6-carboxylic acid ClC1=CC=C(C=C1)CON1N=C(C=C1)C1CCN(CC1)CC1=NC2=C(N1C[C@H]1OCC1)C=C(C=C2)C(=O)O